ClC1=C(C=CC=C1Cl)C1=NNC2=NC(=CN=C21)N2CCC(CC2)(C(N)=N)C 1-[3-(2,3-dichlorophenyl)-1H-pyrazolo[3,4-b]pyrazin-6-yl]-4-methylpiperidine-4-carboximidamide